C1(CCC1)C1=CC(=C(C(=O)N2CCC(CC2)C2=C(C#N)C=CC=C2)C=C1C=O)C (1-(4-cyclobutyl-5-formyl-2-methylbenzoyl)piperidin-4-yl)benzonitrile